NC=1C=NN(C1)[C@H]1[C@H](CN(CC1)C(=O)OC(C)(C)C)F tert-butyl (3S,4R)-4-(4-amino-1H-pyrazol-1-yl)-3-fluoropiperidine-1-carboxylate